[Si](C)(C)(C(C)(C)C)O[C@H](C(=O)NC=1SC(=CC1C(=O)OC)Cl)C methyl 2-[(2S)-2-[(tert-butyldimethylsilyl)oxy]propanamido]-5-chlorothiophene-3-carboxylate